OCC[C@H]1[C@@H](C1)C(=O)NC1=CC=C2C(=N1)NC=C2C2=C(C=CC=C2)OC trans-2-(2-hydroxyethyl)-N-[3-(2-methoxyphenyl)-1H-pyrrolo[2,3-b]pyridin-6-yl]cyclopropane-1-carboxamide